3-(cyanoamino)-1-phenylisoquinoline-4-carbonitrile C(#N)NC=1N=C(C2=CC=CC=C2C1C#N)C1=CC=CC=C1